COC(/C(/C1=CC=CC=C1)=C\1/N(S(C2=C1C=C(C=C2)C)(=O)=O)CC2=CC=CC=C2)=O (E)-2-(2-benzyl-5-methyl-1,1-dioxobenzisothiazol-3(2H)ylidene)-2-phenylacetic acid methyl ester